6-(1H-imidazol-1-yl)-N-(6-(2,2,2-trifluoroethoxy)pyridin-3-yl)picolinamide N1(C=NC=C1)C1=CC=CC(=N1)C(=O)NC=1C=NC(=CC1)OCC(F)(F)F